C1(CCCCCCCCCCCN1)=O dodecanolactam